sodium ((3-(4-((1H-imidazol-1-yl)methyl)phenyl)-5-isobutylthiophen-2-yl)sulfonyl)(butoxycarbonyl)amide N1(C=NC=C1)CC1=CC=C(C=C1)C1=C(SC(=C1)CC(C)C)S(=O)(=O)[N-]C(=O)OCCCC.[Na+]